(4-phenoxyphenethyl)carbamate O(C1=CC=CC=C1)C1=CC=C(CCNC([O-])=O)C=C1